1-(cyclopropylimino)-2,3,4,5-tetrahydro-benzo[f][1,4]thiazepine C1(CC1)N=S1CCNCC2=C1C=CC=C2